(R)-(1-(6-fluoropyridin-2-yl)ethyl)-2-methylpropane-2-sulfenamide FC1=CC=CC(=N1)[C@H](C)CC(C)(SN)C